((((4R,5R)-7-ethyl-4-(4-fluorophenyl)-6-oxo-1-phenyl-5-(3-(trifluoromethyl)benzamido)-4,5,6,7-tetrahydro-1H-pyrazolo[3,4-b]pyridin-3-yl)methyl)carbamoyl)allyl methanesulfonate CS(=O)(=O)OCC=CC(NCC1=NN(C=2N(C([C@@H]([C@@H](C21)C2=CC=C(C=C2)F)NC(C2=CC(=CC=C2)C(F)(F)F)=O)=O)CC)C2=CC=CC=C2)=O